n-Nonanthiol C(CCCCCCCC)S